N1=CN=C2NC=NC2=C1N[C@@H](C)C=1N(C(C2=C(C=CC=C2C1)Cl)=O)C1=CC=CC=C1 (S)-3-(1-((9H-purin-6-yl)amino)ethyl)-8-chloro-2-phenyl-1(2H)-isoquinolinone